COC1=CC=C(C=C1)C1=NOC(=N1)N1CCC(CC1)C(=O)NCC1CN(CC1)CC=1SC=CC1 1-(3-(4-Methoxyphenyl)-1,2,4-oxadiazol-5-yl)-N-((1-(Thiophen-2-ylmethyl)pyrrolidin-3-yl)methyl)piperidin-4-carboxamid